C1(=CC=CC=C1)C1=NC(=CC(=C1)C1=CC=C(C=C1)B(O)O)C1=CC=CC=C1 (4-(2,6-diphenylpyridin-4-yl)phenyl)boronic acid